N-[(1S)-1-[[(3-amino-3-oxo-propyl)-(2-chloroacetyl)amino]carbamoyl]-3-methyl-butyl]-N-methyl-carbamic acid tert-butyl ester C(C)(C)(C)OC(N(C)[C@@H](CC(C)C)C(NN(C(CCl)=O)CCC(=O)N)=O)=O